4-methylpyridine-3-carboxamide CC1=C(C=NC=C1)C(=O)N